chloro-8-fluoro-2-(methylthio)-5-((triisopropylsilyl)ethynyl)pyrido[4,3-d]pyrimidin-4-ol ClC1=C(C=2N=C(N=C(C2C(=N1)C#C[Si](C(C)C)(C(C)C)C(C)C)O)SC)F